1,5-dibenzyl-3,7-dihydroxy-1,5-diazacyclooctane C(C1=CC=CC=C1)N1CC(CN(CC(C1)O)CC1=CC=CC=C1)O